N-(4-((4-ethylpiperazin-1-yl)methyl)-3-(trifluoromethyl)phenyl)-3-((3-(methoxymethyl)-1H-pyrrolo[2,3-b]pyridin-4-yl)oxy)-4-methylbenzamide C(C)N1CCN(CC1)CC1=C(C=C(C=C1)NC(C1=CC(=C(C=C1)C)OC1=C2C(=NC=C1)NC=C2COC)=O)C(F)(F)F